C(C)(=O)OOC(C)(C)CC t-amyl peroxyacetate